C(C1=CC=CC=C1)N1CCN2N=C(C(=C21)C(=O)N[C@@H](C)C2=CC=C(C(=O)OC)C=C2)C(F)(F)F Methyl (S)-4-(1-(1-benzyl-6-(trifluoromethyl)-2,3-dihydro-1H-imidazo[1,2-b]pyrazole-7-carboxamido)ethyl)benzoate